O1C=NC2=C1C=C(C=C2)\C=C\2/N=C(NC2=O)N[C@H]2COCCCC2 |r| (±)-(4Z)-4-(1,3-Benzoxazol-6-ylmethylene)-2-(oxepan-3-ylamino)-1H-imidazol-5-one